O=C1NCCCC1 2-Oxopiperidine